FC(CN1C(=NC2=C1C=C(C=C2)C2=CNC=1N=C(N=C(C12)OC)NC1CCC(CC1)(C)NC(C)=O)C)F N-((1r,4r)-4-((5-(1-(2,2-difluoroethyl)-2-methyl-1H-benzo[d]imidazol-6-yl)-4-methoxy-7H-pyrrolo[2,3-d]pyrimidin-2-yl)amino)-1-methylcyclohexyl)acetamide